C(=O)(C(O)C(O)C(=O)O)O[C@@H]1[C@H]2[C@]34C=5C(=C(C=CC5C[C@H]([C@@H]3CC1)N(C)CC4)OC)O2 Dihydrocodeine Bitartrate